[Si].[V].[U] uranium vanadium silicon